6-chloro-3-fluoro-5-(4,4,5,5-tetramethyl-1,3,2-dioxaborolan-2-yl)-1-((2-(trimethylsilyl)ethoxy)methyl)-1H-pyrrolo[2,3-b]pyridine ClC1=C(C=C2C(=N1)N(C=C2F)COCC[Si](C)(C)C)B2OC(C(O2)(C)C)(C)C